4-chloro-6-(cyclopropylmethyl)-1H-pyrazolo[3,4-d]pyrimidine ClC1=C2C(=NC(=N1)CC1CC1)NN=C2